C(C1=CC=CC=C1)OC1=CC=C2C(C3(OCC2=C1)CCC1=CC=CC=C13)(O)C1=CC=C(C=C1)N1CCC(CC1)C(OC)OC 7'-(benzyloxy)-4'-(4-(4-(dimethoxymethyl)piperidin-1-yl)phenyl)-2,3-dihydrospiro[indene-1,3'-isochroman]-4'-ol